(1R,2S,3R,4R,5S,6R)-3,4,5-tris(benzyloxy)-2-((benzyloxy)methyl)-6-(4-chloro-3-(4-ethoxybenzyl)phenyl)cyclohexanol C(C1=CC=CC=C1)O[C@@H]1[C@H]([C@@H]([C@H]([C@@H]([C@H]1OCC1=CC=CC=C1)OCC1=CC=CC=C1)C1=CC(=C(C=C1)Cl)CC1=CC=C(C=C1)OCC)O)COCC1=CC=CC=C1